OCC(=O)[C@H](O)CO Z-(+)-erythrulose